1-(tert-butyl) 3-ethyl 4-(4,4,5,5-tetramethyl-1,3,2-dioxaborolan-2-yl)-5,6-dihydropyridine-1,3(2H)-dicarboxylate CC1(OB(OC1(C)C)C1=C(CN(CC1)C(=O)OC(C)(C)C)C(=O)OCC)C